N[C@@H](CCSC)C(=O)O |r| D,L-methionine